N-([1,1':4',1''-terphenyl]-4-yl)phenanthrene-9-amine C1(=CC=C(C=C1)NC=1C2=CC=CC=C2C=2C=CC=CC2C1)C1=CC=C(C=C1)C1=CC=CC=C1